ClC([C@H](C)NC(OC(C)(C)C)=O)=O tert-Butyl N-[(1S)-2-chloro-1-methyl-2-oxo-ethyl]carbamate